SC1CN(C1)[C@@H]1C[C@H](CC1)NC(=N)N 1-((1S,3S)-3-(3-mercaptoazetidin-1-yl)cyclopentyl)guanidine